C(C=C)(=O)NC(C)(C(CCC(C)C)S(=O)(=O)O)C 2-acrylamido-2,6-dimethyl-3-heptane-sulfonic acid